2-((2-methylthiazol-5-yl)methyl)-6-(phenylsulfonyl)phthalazin-1(2H)-one CC=1SC(=CN1)CN1C(C2=CC=C(C=C2C=N1)S(=O)(=O)C1=CC=CC=C1)=O